C(C)(C)(C)OC(=O)N1CCN(CC1)CC1=CC=C(C=C1)C1=CN(C=2N=C(N=CC21)NCCC)[C@@H]2CC[C@H](CC2)O tert-butyl-4-([4-[2-(propylamino)-7-[trans-4-hydroxy-cyclohexyl]-7H-pyrrolo[2,3-d]-pyrimidin-5-yl]-phenyl]methyl)-piperazine-1-carboxylate